3-hexylamino-1-pentanamine C(CCCCC)NC(CCN)CC